C(C)OC1(CC=C(C=C1)N(CC)CC)C1(OC(=O)C2=CC=CN=C12)C1(CC=C(C=C1)N(CC)CC)OCC 3,3-bis-(1-ethoxy-4-diethylaminophenyl)-4-azaphthalide